ClC1=C(C(=NNS(=O)(=O)C2=CC=C(C=C2)C)Cl)C(=CC=C1)Cl (1Z)-2,6-dichloro-N-(p-tolyl-sulfonyl)benzohydrazonoyl chloride